2-(2-((5-(3-(aminomethyl)phenyl)-7-(2-fluoroethoxy)benzofuran-3-yl)methoxy)phenyl)acetic acid NCC=1C=C(C=CC1)C=1C=C(C2=C(C(=CO2)COC2=C(C=CC=C2)CC(=O)O)C1)OCCF